2-(furan-2-yl-methoxycarbonylamino)ethyl methacrylate C(C(=C)C)(=O)OCCN(C(=O)OC)C=1OC=CC1